C(C)OC1=CSC(=C1)C1=NC=NC(=C1)NCCC1=C(OC2=C1C=C(C=C2C)F)CC 3-Ethoxy-5-{6-[2-(2-ethyl-5-fluoro-7-methyl-benzofuran-3-yl)-ethylamino]-pyrimidin-4-yl}-thiophen